SCCSC(CCS)S 2,3-dimercaptoethyl-thiopropyl mercaptan